CC=1C=CC=C2C=CN=C(C12)N(C(=O)N1CCC(CC1)N1N=CN=N1)[C@H]1CNCCC1 (R)-N-(8-methylisoquinolin-1-yl)-N-(piperidin-3-yl)-4-(2H-tetrazol-2-yl)piperidine-1-carboxamide